Cl.N1C[C@@H](CC1)NC1=NC=C(C(=N1)N)C(F)(F)F (R)-N2-(pyrrolidin-3-yl)-5-(trifluoromethyl)pyrimidine-2,4-diamine hydrochloride